3-(3-Carbamoylimidazo[1,5-a]pyridin-7-yl)-4-(trifluoromethyl)benzoic acid C(N)(=O)C1=NC=C2N1C=CC(=C2)C=2C=C(C(=O)O)C=CC2C(F)(F)F